1-(4-((7-methoxy-4-((3-(oxazol-5-yl)phenyl)-amino)quinazolin-6-yl)-oxy)piperidin-1-yl)prop-2-en-1-one COC1=C(C=C2C(=NC=NC2=C1)NC1=CC(=CC=C1)C1=CN=CO1)OC1CCN(CC1)C(C=C)=O